5-bromo-2-(((2-hydroxyethyl)amino)methyl)phenol BrC=1C=CC(=C(C1)O)CNCCO